FC=1C=C(C=C(C1)C(F)(F)F)C(C(=O)N1CC2=C(N=C(NC2=O)C2(CC2)C2=CC=CC=C2)CC1)O 6-(2-(3-fluoro-5-(trifluoromethyl)phenyl)-2-hydroxyacetyl)-2-(1-phenylcyclopropyl)-5,6,7,8-tetrahydropyrido[4,3-d]pyrimidin-4(3H)-one